FC1=CC2=C(C=CO2)C=C1C(=O)O 6-fluorobenzofuran-5-carboxylic acid